1-(2-fluorocyclopropyl)ethanone FC1C(C1)C(C)=O